8-[(1R)-1-(2-bromoanilino)ethyl]-2-(4,4-dimethyl-1-piperidyl)-6-methyl-chromen-4-one BrC1=C(N[C@H](C)C=2C=C(C=C3C(C=C(OC23)N2CCC(CC2)(C)C)=O)C)C=CC=C1